FC(OC=1C=C(C=C(C1)CN1CCOCC1)NC(OC1=CC=CC=C1)=O)F phenyl (3-(difluoromethoxy)-5-(morpholinomethyl) phenyl)carbamate